O=C1NC(CCC1C1=CC=C(C=C1)N1[C@@H](CN(CC1)CCC1CCC(CC1)N1N=C2C=C(C(=CC2=C1)C(=O)NC1=CN=C2N1N=CC=C2)OC)C)=O 2-((1R,4r)-4-(2-((3R)-4-(4-(2,6-dioxopiperidin-3-yl)phenyl)-3-methylpiperazin-1-yl)ethyl)cyclohexyl)-N-(imidazo[1,2-b]pyridazin-3-yl)-6-methoxy-2H-indazole-5-carboxamide